ClC=1C(=NN2C1CNCCC2)C(=O)N2CCN(CC2)C (3-chloro-5,6,7,8-tetrahydro-4H-pyrazolo[1,5-a][1,4]diazepin-2-yl)(4-methylpiperazin-1-yl)methanone